1-(3,5-dichlorophenyl)propan-1-ol ClC=1C=C(C=C(C1)Cl)C(CC)O